BrC=1C(=CC2=C(OCC[C@H]3N(C2)CCN(C3)C(=O)OC(C)(C)C)C1)[N+](=O)[O-] tert-butyl (R)-9-bromo-10-nitro-1,2,4,4a,5,6-hexahydro-3H,12H-benzo[b]pyrazino[1,2-e][1,5]oxazocine-3-carboxylate